C1(CCCC1)C1=C(C(=O)O)C=CC(=C1)C=1C=2C(N=CC1)=CN(N2)C=2C=C(C=CC2)C 2-cyclopentyl-4-(2-(m-tolyl)-2H-pyrazolo[4,3-b]pyridin-7-yl)benzoic acid